OC1=C(C2=CC(=CC=C2C=C1)O)P1(OC2=CC=CC=C2C=2C=CC=CC12)=O 10-(2,7-Dihydroxynaphthyl)-10H-9-oxa-10-phosphaphenanthrene-10-oxide